2-amino-7-((2,4-difluorophenyl)methylene)-4-(furan-2-yl)-6-methyl-5H,6H,7H-pyrrolo[3,4-d]pyrimidin-5-one NC=1N=C(C2=C(N1)C(N(C2=O)C)=CC2=C(C=C(C=C2)F)F)C=2OC=CC2